BrC1=NC(=CC(=C1)C(=O)OC(C)(C)C)N(C)C1CCC1 tert-Butyl 2-bromo-6-[cyclobutyl(methyl)amino]pyridine-4-carboxylate